NC1=CC(=NN1CC(=O)N1C[C@@]2(CCC1)C1=C(NC(O2)=O)C=CC(=C1F)Cl)C1=CC(=CC=C1)Cl (R)-1'-(2-(5-Amino-3-(3-chlorophenyl)-1H-pyrazol-1-yl)acetyl)-6-chloro-5-fluorospiro[benzo[d][1,3]oxazine-4,3'-piperidin]-2(1H)-one